O(C1=CC=CC=C1)C1=C(C=CC=C1)NS(=O)(=O)C1=CC=C(C=C1)NC(=O)NCC=1C=NC=CC1 1-{4-[(2-phenoxyphenyl)sulfamoyl]phenyl}-3-(pyridin-3-ylmethyl)urea